1-(3-(2-aminoethoxy)-4-methyl-1-phenyl-1H-pyrazol-5-yl)-3-((3S,4R)-4-(3,4-difluorophenyl)-1-(2-methoxyethyl)pyrrolidin-3-yl)urea NCCOC1=NN(C(=C1C)NC(=O)N[C@@H]1CN(C[C@H]1C1=CC(=C(C=C1)F)F)CCOC)C1=CC=CC=C1